C(C)(C)(C)OC(=O)N1CCC(CC1)COC1=CC2=C(C(CO2)CC(=O)OC)C=C1 4-(((3-(2-Methoxy-2-oxoethyl)-2,3-dihydrobenzofuran-6-yl)oxy)methyl)piperidine-1-carboxylic acid tert-butyl ester